FC1=C(C=CC(=C1)F)S(=O)(=O)NC=1C(=NC=C(C1)C=1C=CC=2N=CN=C(C2N1)N1CCN(CC1)C(\C=C\C(C)=O)=O)OC (E)-2,4-difluoro-N-(2-methoxy-5-(4-(4-(4-oxopent-2-enoyl)piperazin-1-yl)pyrido[3,2-d]pyrimidin-6-yl)pyridin-3-yl)benzenesulfonamide